N1(N=NN=C1)C[C@H](C)OC=1C=C(C=CC1Cl)C=1C=NC(=NC1)NC=1C(=NN(C1)C1CCC(CC1)N1CCOCC1)OCCCC#N 4-((4-((5-(3-(((S)-1-(1H-tetrazol-1-yl)propan-2-yl)oxy)-4-chlorophenyl)pyrimidin-2-yl)amino)-1-((1r,4r)-4-morpholinocyclohexyl)-1H-pyrazol-3-yl)oxy)butanenitrile